C(=O)(OCC1=CC=CC=C1)N(C)CC(=O)O Cbz-sarcosine